N-cyclohexyl-6-(5-methyl-1H-imidazol-1-yl)pyrazine-2-carboxamide C1(CCCCC1)NC(=O)C1=NC(=CN=C1)N1C=NC=C1C